BrC1=CC=C(C=C1)C1=CC=2C(=C(N=NC2CC2COCCC2)C(=O)N)S1 2-(4-bromophenyl)-4-(3-tetrahydropyranylmethyl)-thieno[2,3-d]pyridazine-7-carboxamide